7-chloro-8-(3-fluorooxetan-3-yl)-2-methoxy-1,5-naphthyridine ClC1=CN=C2C=CC(=NC2=C1C1(COC1)F)OC